ethyl 6-(difluoro-methoxy)-2-((4-fluoro-2-methyl-phenyl)amino)-nicotinate FC(OC1=NC(=C(C(=O)OCC)C=C1)NC1=C(C=C(C=C1)F)C)F